9H-Fluoren-9-ylmethyl (2-fluoro-2-oxoethyl)carbamate FC(CNC(OCC1C2=CC=CC=C2C=2C=CC=CC12)=O)=O